CO[Si](C1=CC=CC=C1)(OC)OC 1-(trimethoxysilyl)benzene